heptanedioic acid 7-(3-pentyloxy) ester CCC(CC)OOC(CCCCCC(=O)O)=O